C(#N)C=1C(=CC(=C(C1)N1C(C=CC2=CC(=CC=C12)S(=O)(=O)NC1=NOC=C1)=O)OC)[C@@H]1[C@H](C1)C(F)(F)F (P)-1-(5-CYANO-2-METHOXY-4-((1S,2S)-2-(TRIFLUOROMETHYL)CYCLOPROPYL)PHENYL)-N-(ISOXAZOL-3-YL)-2-OXO-1,2-DIHYDROQUINOLINE-6-SULFONAMIDE